tert-butyl ((S)-(7-((R*)-(((R)-tert-butylsulfinyl)amino)(1-cyanocyclobutyl)methyl)imidazo[1,2-b]pyridazin-2-yl)(4,4-difluorocyclohexyl)methyl)carbamate C(C)(C)(C)[S@@](=O)N[C@H](C1=CC=2N(N=C1)C=C(N2)[C@H](C2CCC(CC2)(F)F)NC(OC(C)(C)C)=O)C2(CCC2)C#N |o1:7|